ethyl ethylmethanesulfonate C(C)CS(=O)(=O)OCC